ClC=1SC(=CN1)[C@@H]1NS(OC1)(=O)=O (4R)-4-(2-chlorothiazol-5-yl)oxathiazolidine 2,2-dioxide